C(C)(=O)OC1=C(C=CC(=C1)C)[C@H](C)CCC=C(C)C [5-Methyl-2-[(2R)-6-methylhept-5-en-2-yl]phenyl] acetate